O=CC=C oxo-2-propen